methyl 1,1,2,2-tetrafluoroethanesulfonate FC(C(F)F)(S(=O)(=O)OC)F